N1C=CC2=C(C=CC=C12)C=1N=C(C2=C(N1)C=CC(=N2)C2CCN(CC2)S(=O)(=O)C)N2[C@@H](COCC2)C (R)-4-(2-(1H-indol-4-yl)-6-(1-(methylsulfonyl)piperidin-4-yl)pyrido[3,2-d]pyrimidin-4-yl)-3-methylmorpholine